6-(2-((5-cyclopropyl-3-(2,6-dichlorophenyl)isoxazol-4-yl)methylene)-6-azaspiro[3.4]oct-6-yl)-1-methyl-1H-pyrrolo[2,3-b]pyridine-3-carboxylic acid C1(CC1)C1=C(C(=NO1)C1=C(C=CC=C1Cl)Cl)C=C1CC2(C1)CN(CC2)C2=CC=C1C(=N2)N(C=C1C(=O)O)C